N-(2-(methylamino)ethyl)-7-oxo-7H-benzo[h]pyrido[2,1-b]quinazoline-12-carboxamide hydrochloride Cl.CNCCNC(=O)C1=CC=CN2C1=NC=1C3=C(C=CC1C2=O)C=CC=C3